N-(4-((2-((5-(tert-butyl)-1-(cyanomethyl)-1H-pyrazol-3-yl)amino)-1,7-dimethyl-1H-imidazo[4,5-d]pyridin-6-yl)oxy)pyridin-2-yl)acetamide C(C)(C)(C)C1=CC(=NN1CC#N)NC1=NC=2C(=C(C(=NC2)OC2=CC(=NC=C2)NC(C)=O)C)N1C